tert-butyl ((1R,3R)-3-(2-bromo-4-iodophenoxy)cyclopentyl)carbamate BrC1=C(O[C@H]2C[C@@H](CC2)NC(OC(C)(C)C)=O)C=CC(=C1)I